ClC=1C=C(C=C(C1)C1CC1)NC(C1=C(C(=NC(=C1)N1S(CCC1)(=O)=O)C)C)=O N-(3-chloro-5-cyclopropylphenyl)-6-(1,1-dioxidoisothiazolidin-2-yl)-2,3-dimethylisonicotinamide